tert-butyl 6-methyl-4-(2-tetrahydropyran-4-yl-3H-imidazo[4,5-b]pyridin-7-yl)-3,6-dihydro-2H-pyridine-1-carboxylate CC1C=C(CCN1C(=O)OC(C)(C)C)C1=C2C(=NC=C1)NC(=N2)C2CCOCC2